C(C)OC(C[C@H](NC([C@@H](CC=C)OS(=O)(=O)C)=O)C=1C(=C(C=C(C1F)C1CC1)C1=C(C=C(C=C1OCCCC=C)C)C)F)=O.[N+](=O)([O-])[O-].[Al+3].[N+](=O)([O-])[O-].[N+](=O)([O-])[O-] Aluminium nitrat Ethyl-(3S)-3-(5-cyclopropyl-2,4-difluoro-2',4'-dimethyl-6'-(pent-4-en-1-yloxy)-[1,1'-biphenyl]-3-yl)-3-((R)-2-((methylsulfonyl)oxy)pent-4-enamido)propanoate